CC(C)(S(=O)NC(C)(C)C1C(N(CC1)C(=O)OC(C)(C)C)=O)C tert-butyl 3-(2-(1,1-dimethylethylsulfinamido)propan-2-yl)-2-oxopyrrolidine-1-carboxylate